NN1NCCCC1 amino-hexahydropyridazine